3-(5-(7-(azetidin-1-ylmethyl)-1H-pyrrolo[3,2-b]pyridin-5-yl)-1-oxoisoindolin-2-yl)piperidine-2,6-dione N1(CCC1)CC1=C2C(=NC(=C1)C=1C=C3CN(C(C3=CC1)=O)C1C(NC(CC1)=O)=O)C=CN2